2-(1-cyclopropyl-2,2,2-trifluoroethoxy)-3-fluoro-5-(4,4,5,5-tetramethyl-1,3,2-dioxaborolan-2-yl)pyridine ethyl-6-(2-(2-hydroxyethoxy)ethyl)pyrazolo[1,5-a]pyridine-3-carboxylate C(C)OC(=O)C=1C=NN2C1C=CC(=C2)CCOCCO.C2(CC2)C(C(F)(F)F)OC2=NC=C(C=C2F)B2OC(C(O2)(C)C)(C)C